C1(CCCCC1)OF perfluoro cyclohexyl ether